N[C@@]1(CN(CC1)C1=C(C=NC=C1C1=NC2=C(N1)C=CC=C2C)C(=O)NC(C)CC(F)(F)F)C 4-[(3S)-3-amino-3-methylpyrrolidin-1-yl]-5-(4-methyl-1H-1,3-benzodiazol-2-yl)-N-(4,4,4-trifluorobutan-2-yl)pyridine-3-carboxamide